FC=1C=CC=C2C(N(C(NC12)=S)CCC1=CC=NC=C1)=O 8-fluoro-3-(2-(pyridin-4-yl)ethyl)-2-thioxo-2,3-dihydroquinazolin-4(1H)-one